C([2H])([2H])([2H])N(C([2H])([2H])[2H])C[C@H]1[C@@H](C1)C(=O)NC1=CC=C2C(=N1)NC=C2C=2C(=NC=CC2OC2CC2)OC Trans-2-((bis(methyl-d3)amino)methyl)-N-(3-(4-cyclopropoxy-2-methoxypyridin-3-yl)-1H-pyrrolo[2,3-b]pyridin-6-yl)cyclopropane-1-carboxamide